C(C)N(CC(=O)N[C@@H](C)C1=C(C=CC(=C1)C1=NNC(=C1C(C)C)C=1C=C(C=2N(C1)N=CN2)C)F)CC (S)-2-(diethylamino)-N-(1-(2-fluoro-5-(4-isopropyl-5-(8-methyl-[1,2,4]triazolo[1,5-a]pyridin-6-yl)-1H-pyrazol-3-yl)phenyl)ethyl)acetamide